NC1=NC=CC=C1C1=NC=2C(=NC=C(C2)Br)N1C1=CC=C(CNC(=O)C=2C=C(C=CC2)CC(=O)OC)C=C1 methyl 2-(3-((4-(2-(2-aminopyridin-3-yl)-6-bromo-3H-imidazo[4,5-b]pyridin-3-yl)benzyl) carbamoyl) phenyl)acetate